ClC1=CC(=C2C(=N1)C(=NN2COCC[Si](C)(C)C)NC2CCC2)C=O 5-chloro-3-(cyclobutylamino)-1-((2-(trimethylsilyl)ethoxy)methyl)-1H-pyrazolo[4,3-b]pyridine-7-carbaldehyde